COC1=CC=C(C=C1)C1C(SC(C1C(=O)C=1OC=CC1)C1=CC=C(C=C1)OC)C(=O)C=1OC=CC1 (3,5-bis(4-methoxyphenyl)tetrahydrothiophene-2,4-diyl)bis(furan-2-ylmethanone)